OC1=C2C(CC(OC2=C(C(=C1OC)O)OC)C1=CC=CC=C1)=O 5,7-dihydroxy-6,8-dimethoxyflavanone